5-bromo-2-pyrazol-1-yl-aniline BrC=1C=CC(=C(N)C1)N1N=CC=C1